C(C)(C)(C)C1=C(C2=C(N=CN=C2OC2=C(C=CC=C2OC(F)(F)F)F)S1)N1CCCC1 6-(tert-butyl)-4-(2-fluoro-6-(trifluoromethoxy)phenoxy)-5-(pyrrolidin-1-yl)thieno[2,3-d]pyrimidine